N=1N(N=CC1)C(C)C=1C=C(C(=C(C1)OCC#C)[C@H]1[C@@H](CCC(=C1)C)C(=C)C)O (1'R,2'R)-4-(1-(2H-1,2,3-triazol-2-yl)ethyl)-5'-methyl-2'-(prop-1-en-2-yl)-6-(prop-2-yn-1-yloxy)-1',2',3',4'-tetrahydro-[1,1'-biphenyl]-2-ol